FC(C(=O)O)(F)F.BrC=1C=C(C=C(C1)OC(F)F)[C@H](CC(=O)OC)NC(CNC(=O)C1=CC(=C2C=NNC2=C1)NC=1NCC(CN1)F)=O methyl (3S)-3-(3-bromo-5-(difluoromethoxy)phenyl)-3-(2-(4-((5-fluoro-1,4,5,6-tetrahydropyrimidin-2-yl)amino)-1H-indazole-6-carboxamido)acetamido)propanoate trifluoroacetate